C(C)(C)(C)OC(=O)N1C(CC(C(C1)C)N1CCCCC1)C 2,5-dimethyl-4-(1-piperidinyl)piperidine-1-carboxylic acid tert-butyl ester